C(C)(=O)NC1=C(C(=C(C(=O)OC)C=C1Cl)OC)Cl methyl 4-(acetamido)-3,5-dichloro-2-methoxybenzoate